CC1=CC(=NN1C1=CC=C(C=C1)C(F)(F)F)N1CCN(CC1)C(=O)OC(C)(C)C tertbutyl 4-[5-methyl-1-[4-(trifluoromethyl)phenyl]pyrazol-3-yl]piperazine-1-carboxylate